4-(Bicyclo[1.1.1]pentan-1-ylamino)-2-(methylthio)pyrimidine-5-carbonitrile C12(CC(C1)C2)NC2=NC(=NC=C2C#N)SC